COC(CCCCCCC(CCCCCCCCCC)=O)=O.C(CCCC=C)NC(CCCCC=CC(=O)OC)CCCCCCCCCC methyl 8-(hex-5-en-1-ylamino)octadecenoate Methyl-8-oxooctadecanoate